NC=1C=NN(C1)C 4-amino-1-methylpyrazole